(S)-N-(4-(1-Acetyl-2-methyl-1,2,3,4-tetrahydroquinolin-6-yl)benzyl)-6-(2-aminopyrimidin-5-yl)-8-morpholino-[1,2,4]triazolo[1,5-a]pyridine-2-carboxamide C(C)(=O)N1[C@H](CCC2=CC(=CC=C12)C1=CC=C(CNC(=O)C2=NN3C(C(=CC(=C3)C=3C=NC(=NC3)N)N3CCOCC3)=N2)C=C1)C